C(C)(C)(C)OC(=O)N1CCC2(CNC2C2=NC=NC=C2OC2=C(C=C(C=C2)F)C(N(C(C)C)C(C)C)=O)CC1 (5-(2-(diisopropylcarbamoyl)-4-fluorophenoxy)pyrimidin-4-yl)-2,7-diazaspiro[3.5]nonane-7-carboxylic acid tert-butyl ester